FC1=C2C=NN(C2=C(C(=C1O)F)F)C1OCCCC1 4,6,7-trifluoro-1-tetrahydropyran-2-yl-indazol-5-ol